OCC1(O)OC[C@@H](O)[C@@H](O)[C@@H]1O [14C]-fructose